N1N=NC=2C1=NC=C(N2)C=2C=C(C(=O)NC1=CC=C(C=C1)OCC1CC1)C=CC2 3-(1H-[1,2,3]Triazolo[4,5-b]pyrazin-5-yl)-N-(4-(cyclopropylmethoxy)phenyl)benzamide